C(C)(C)(C)OC(=O)N1[C@H](C[C@@H](C1)F)CN(C)C.O=C1NC=C(N=C1)C1CN(CCC1)[C@@H](C(=O)N)C (R)-(3-(5-oxo-4,5-dihydropyrazin-2-yl)piperidin-1-yl)propionamide Tert-butyl-(2R,4S)-2-((dimethylamino)methyl)-4-fluoropyrrolidine-1-carboxylate